tert-Butyl 4-(3-chloro-2-{[4-(5-cyclopropyl-1,2,4-oxadiazol-3-yl)-4-methylpiperidine-1-carbonyl]amino}phenyl)piperidine-1-carboxylate ClC=1C(=C(C=CC1)C1CCN(CC1)C(=O)OC(C)(C)C)NC(=O)N1CCC(CC1)(C)C1=NOC(=N1)C1CC1